ClC1=C(C[C@@]2(NCCC2)C(=O)O)C=CC=C1 alpha-(2-chloro-benzyl)-proline